2-(4-(trifluoromethyl)thiazol-2-yl)ethan-1-ol FC(C=1N=C(SC1)CCO)(F)F